3-(5'-(3-(1H-pyrazol-1-yl)propoxy)-[2,2'-bipyridine]-4-yl)-5-(trifluoromethyl)-1,2,4-oxadiazole N1(N=CC=C1)CCCOC=1C=CC(=NC1)C1=NC=CC(=C1)C1=NOC(=N1)C(F)(F)F